CC1=NOC(=C1C1=CC=C2C(=NN(C2=C1)C1OCCCC1)NC1=CC(=C(C=C1)F)OC)C 6-(3,5-dimethylisoxazol-4-yl)-N-(4-fluoro-3-methoxyphenyl)-1-(tetrahydro-2H-pyran-2-yl)-1H-indazol-3-amine